(1-amino-4-bromonaphthalen-2-yl)-(3-methoxyphenyl)methanone NC1=C(C=C(C2=CC=CC=C12)Br)C(=O)C1=CC(=CC=C1)OC